2'-(4,5-Dimethyl-1H-imidazol-2-yl)-5-[(3-methoxypyrrolidin-1-yl)carbonyl]-3,4'-bipyridin CC=1N=C(NC1C)C1=NC=CC(=C1)C=1C=NC=C(C1)C(=O)N1CC(CC1)OC